bis-(2-nitrooxyethyl) ether [N+](=O)([O-])OCCOCCO[N+](=O)[O-]